(R)-7-(8-ethyl-7-fluoronaphthalen-1-yl)-8-fluoro-N-methyl-N-(pyrrolidin-3-yl)-2-((tetrahydro-1H-pyrrolizin-7a(5H)-yl)methoxy)pyrido[4,3-d]pyrimidin-4-amine C(C)C=1C(=CC=C2C=CC=C(C12)C1=C(C=2N=C(N=C(C2C=N1)N([C@H]1CNCC1)C)OCC12CCCN2CCC1)F)F